C(C)(=O)C=1C=C(NC1)C(=O)NCC=1OC=CC1 4-acetyl-N-(furan-2-ylmethyl)-1H-pyrrole-2-carboxamide